FC1=CC=C(C=C1)C(CC=C)NC1=NC=C(C=C1C(F)(F)F)[N+](=O)[O-] N-[1-(4-fluorophenyl)but-3-enyl]-5-nitro-3-(trifluoromethyl)pyridin-2-amine